COC=1N=CSC1C(=O)O 4-methoxythiazole-5-carboxylic acid